N-(5-(3,3-dimethylpiperazin-1-yl)pyrazin-2-yl)-6-ethoxy-2-methyl-2H-indazole-5-carboxamide hydrochloride Cl.CC1(CN(CCN1)C=1N=CC(=NC1)NC(=O)C1=CC2=CN(N=C2C=C1OCC)C)C